IC1=CC(=NC=C1)NC(CC(C)C)=O N-(4-iodopyridin-2-yl)-3-methylbutanamide